(2S,4r)-N-[2-(benzylaminosulfonyl)ethyl]-1-[(2S)-2-(4-cyclopropyltriazol-1-yl)-3,3-dimethyl-butyryl]-4-hydroxy-pyrrolidine-2-carboxamide C(C1=CC=CC=C1)NS(=O)(=O)CCNC(=O)[C@H]1N(C[C@@H](C1)O)C([C@H](C(C)(C)C)N1N=NC(=C1)C1CC1)=O